NC=1C=CC(=C(C#N)C1)C1=C(C2=C(N=CN=C2N)N1C)C1=CC(=C(C=C1)OC1=NC=CC(=N1)C)F 5-Amino-2-(4-amino-5-(3-fluoro-4-((4-methylpyrimidin-2-yl)oxy)phenyl)-7-methyl-7H-pyrrolo[2,3-d]pyrimidin-6-yl)benzonitrile